6-(3-Chloro-6-(difluoromethoxy)-2-fluorophenyl)-N-(1-((R or S)-1-(4,5-dimethyl-6-((1R,5S)-2-oxo-3-azabicyclo[3.1.0]hexan-3-yl)pyridin-3-yl)ethyl)-1H-pyrazol-4-yl)pyrazine-2-carboxamide ClC=1C(=C(C(=CC1)OC(F)F)C1=CN=CC(=N1)C(=O)NC=1C=NN(C1)[C@H](C)C=1C=NC(=C(C1C)C)N1C([C@@H]2C[C@@H]2C1)=O)F |o1:25|